ClC=1C(=CC(=C(C1)N1C(C=CC2=CC(=CC=C12)S(=O)(=O)NC1=NC=CC=N1)=O)OC)C1CC(C1)C(F)(F)F (P)-1-(5-CHLORO-2-METHOXY-4-(3-(TRIFLUOROMETHYL)CYCLOBUTYL)PHENYL)-2-OXO-N-(PYRIMIDIN-2-YL)-1,2-DIHYDROQUINOLINE-6-SULFONAMIDE